[Cl-].NC1=NC=C(C(=N1)C(F)F)C1=NC(=NC(=N1)N1CCOCC1)N1CCN(CC1)C(CN(C(=O)C1C[NH2+]C1)C)=O 3-((2-(4-(4-(2-amino-4-(difluoromethyl)pyrimidin-5-yl)-6-morpholino-1,3,5-triazin-2-yl)piperazin-1-yl)-2-oxoethyl)(methyl)carbamoyl)azetidin-1-ium chloride